6-fluoropyrazolo[1,5-a]pyridine-3-sulfonyl chloride FC=1C=CC=2N(C1)N=CC2S(=O)(=O)Cl